O1COC2=C1C=CC(=C2)C[C@@H](C)N(P(OC2=CC=CC=C2)(=O)COC)C phenyl N-((R)-1-(benzo[d][1,3]dioxol-5-yl)propan-2-yl)-P-(methoxymethyl)-N-methylphosphonamidate